COC=1C(=CC2=CN(N=C2C1)C1CCC(CC1)CN(CCC1CCNCC1)C)NC(=O)C1=NC(=CC=C1)C(F)(F)F N-(6-methoxy-2-((1r,4r)-4-((methyl(2-(piperidin-4-yl)ethyl)amino)methyl)cyclohexyl)-2H-indazol-5-yl)-6-(trifluoromethyl)pyridinecarboxamide